NC1=C(C=CC=C1Br)O 2-amino-3-bromophenol